[C@H]12CN(C[C@H](CC1)N2)C2=NC(=NC1=C(C(=CC=C21)C2=CC(=CC1=CC=CC=C21)O)F)OCC2(COC2)CO 4-(4-((1R,5S)-3,8-diazabicyclo[3.2.1]octan-3-yl)-8-fluoro-2-((3-(hydroxymethyl)oxetan-3-yl)methoxy)quinazolin-7-yl)naphthalen-2-ol